BrC1=C2C=CN(C2=CC(=C1)COC)C 4-bromo-6-(methoxymethyl)-1-methyl-1H-indole